(2-((2,3-dihydro-1H-inden-2-yl)amino)pyrimidin-5-yl)methanol C1C(CC2=CC=CC=C12)NC1=NC=C(C=N1)CO